FC=1C=NC=CC1N1[C@H]2CN(C[C@@H]1CC2)C(CNCC2=CC=CC=1N=C(OC12)C)=O 1-((1R,5S)-8-(3-fluoropyridin-4-yl)-3,8-diazabicyclo[3.2.1]octan-3-yl)-2-(((2-methylbenzo[d]oxazol-7-yl)methyl)amino)ethan-1-one